2-((S)-4-((S)-7-(3,4-Dihydroquinolin-1(2H)-yl)-2-(((S)-1-isopropylpyrrolidin-2-yl)methoxy)-5,6,7,8-tetrahydroquinazolin-4-yl)-1-(2-fluoroacryloyl)piperazin-2-yl)acetonitrile N1(CCCC2=CC=CC=C12)[C@H]1CCC=2C(=NC(=NC2C1)OC[C@H]1N(CCC1)C(C)C)N1C[C@@H](N(CC1)C(C(=C)F)=O)CC#N